C(C)(=O)O.N[C@@H](CCCCN)C(=O)O.N[C@@H](CCCCN)C(=O)O.N[C@@H](CCCCN)C(=O)O.N[C@@H](CCCCN)C(=O)O.N[C@@H](CCCCN)C(=O)O penta-lysine acetate